C(=O)O.CN(C)C[C@H]1CN(CC1)C1=NC=C(C(=N1)OCC)C(=O)NC=1C=C(C=2N(C1)C=C(N2)C)F (S)-2-(3-((dimethylamino)methyl)pyrrolidin-1-yl)-4-ethoxy-N-(8-fluoro-2-methylimidazo[1,2-a]pyridin-6-yl)pyrimidine-5-carboxamide formate